N-(3-bromo-5-chloropyridin-2-yl)-6-fluoro-5-methyl-1-(tetrahydro-2H-pyran-2-yl)-1H-indazol-4-amine BrC=1C(=NC=C(C1)Cl)NC=1C=2C=NN(C2C=C(C1C)F)C1OCCCC1